zinc-zinc nickel [Ni].[Zn].[Zn]